(S)-4-(3,4-difluorophenyl)-5-(5-(3,5-dimethylisoxazol-4-yl)-1-((trans)-4-methoxycyclohexyl)-1H-benzo[d]imidazol-2-yl)morphine FC=1C=C(C=CC1F)C12[C@H](C=CC=3C[C@@H]4[C@@H]5C=C[C@@H]([C@@]([C@@]5(C13)CCN4C)(O2)C2=NC4=C(N2[C@@H]2CC[C@H](CC2)OC)C=CC(=C4)C=4C(=NOC4C)C)O)O